2-(1-(2-(6-(Difluoromethyl)imidazo[1,2-a]pyrazin-3-yl)pyrimidin-4-yl)piperidin-3-yl)acetonitrile FC(C=1N=CC=2N(C1)C(=CN2)C2=NC=CC(=N2)N2CC(CCC2)CC#N)F